N1N=CC2=C(C=CC=C12)CN1N=CC2=C(N(C=3C=C(C=CC23)NC2=CC(=CC=C2)N)C)C1=O 3-((1H-indazol-4-yl)methyl)-7-((3-aminophenyl)amino)-5-methyl-3,5-dihydro-4H-pyridazino[4,5-b]indol-4-one